Methyl (S)-3-cyclohexyl-2-(2-(1-(3-(3,4-dichlorophenyl)propanoyl)piperidin-4-yl)acetamido)propanoate C1(CCCCC1)C[C@@H](C(=O)OC)NC(CC1CCN(CC1)C(CCC1=CC(=C(C=C1)Cl)Cl)=O)=O